N1(N=NN=C1)C[C@H](C)OC=1C=C(C=CC1Cl)C=1C=NC(=NC1)NC=1C(=NN(C1)C1CCC(CC1)N1CCOCC1)OCC#N 2-((4-((5-(3-(((S)-1-(1H-tetrazol-1-yl)propan-2-yl)oxy)-4-chlorophenyl)pyrimidin-2-yl)amino)-1-((1r,4r)-4-morpholinocyclohexyl)-1H-pyrazol-3-yl)oxy)acetonitrile